1-(5-butyl-2-methylthiophene-3-yl)-6-fluoro-9H-pyrido[3,4-b]indole C(CCC)C1=CC(=C(S1)C)C1=NC=CC2=C1NC1=CC=C(C=C21)F